7-Chloro-N-((R)-1-(((S)-1-cyano-2-((S)-2-oxopyrrolidin-3-yl)ethyl)amino)-1-oxo-3-(trimethylsilyl)propan-2-yl)-1H-indole-2-carboxamide ClC=1C=CC=C2C=C(NC12)C(=O)N[C@H](C(=O)N[C@@H](C[C@H]1C(NCC1)=O)C#N)C[Si](C)(C)C